(5-amino-1-oxoisoindolin-2-yl)-1-methylpiperidine-2,6-dione NC=1C=C2CN(C(C2=CC1)=O)C1C(N(C(CC1)=O)C)=O